COC(=O)N1C(C2(CC1)NC(COC2)=O)COC2CCC(CC2)C2=C(C(=CC=C2)F)OCCC(=O)OC(C)(C)C methyl-7-oxo-1-({[(1s,4s)-4-{2-[3-(tert-butoxy)-3-oxopropoxy]-3-fluorophenyl}cyclohexyl] oxy}methyl)-9-oxa-2,6-diazaspiro[4.5]decane-2-carboxylate